1,4-dioxaspiro[4.5]decane-8-carboxylic acid, Trifluoroacetate Salt FC(C(=O)O)(F)F.O1CCOC12CCC(CC2)C(=O)O